NCCN1N=C(C=C1C(=O)OCC)C(=O)OCC Diethyl 1-(2-aminoethyl)-1H-pyrazole-3,5-dicarboxylate